(S)-N2-[1-(4-fluorophenyl)ethyl]-N4-(pyrazin-2-yl)-N6-[2-(pyrrolidin-1-yl)ethyl]pyrimidine-2,4,6-triamine FC1=CC=C(C=C1)[C@H](C)NC1=NC(=CC(=N1)NC1=NC=CN=C1)NCCN1CCCC1